3,5-Ditrifluoromethylphenyl isocyanate FC(C=1C=C(C=C(C1)C(F)(F)F)N=C=O)(F)F